3-Bromo-8-chloro-1,7-naphthyridine BrC=1C=NC2=C(N=CC=C2C1)Cl